O1C2=C(OCC1)C=C(C=C2)C(C)N2CCN(CC2)C=2SC=C(N2)C(=O)O 2-(4-(1-(2,3-dihydrobenzo[b][1,4]dioxin-6-yl)ethyl)piperazin-1-yl)thiazole-4-carboxylic acid